COC=1C=CC=2C=C3N(C2C1)C(C=C3C3=CC=CC=C3)(O)C(F)(F)F 6-Methoxy-1-phenyl-3-(trifluoromethyl)-3H-pyrrolo[1,2-a]indol-3-ol